CC1(CCCC(C1)(CN=C=O)C)C 3,3,5-trimethyl-5-(isocyanato-methyl)cyclohexan